tert-butyl 6-(4-chloropyrido[3,2-d]pyrimidin-6-yl)-3,6-diazabicyclo[3.1.1]heptane-3-carboxylate ClC=1C2=C(N=CN1)C=CC(=N2)N2C1CN(CC2C1)C(=O)OC(C)(C)C